N-oleoyl-creatine C(CCCCCCC\C=C/CCCCCCCC)(=O)NC(N(CC(=O)O)C)=N